O1CCN(CC1)P(OC[C@H]1O[C@H]([C@H]([C@H]1F)O)N1C2=NC=NC(=C2N=C1)N)(O)=O ((2R,3R,4R,5R)-5-(6-amino-9H-purin-9-yl)-3-fluoro-4-hydroxytetrahydrofuran-2-yl)methyl hydrogen morpholinophosphonate